O=C(CC1=C(C(=O)[O-])C=CC=C1)CC1=C(C(=O)[O-])C=CC=C1 2-oxopropane-1,3-diyldibenzoate